[N+](=O)([O-])C1=CC=C(C=C1)OC(CCCC=O)=O 5-oxopentanoic acid 4-nitrophenyl ester